(4-(5-methyloxazolo[4,5-b]pyridin-2-yl)piperazin-1-yl)(4-(1-((3-methyloxetan-3-yl)methyl)-1H-1,2,3-triazol-4-yl)phenyl)methanone CC1=CC=C2C(=N1)N=C(O2)N2CCN(CC2)C(=O)C2=CC=C(C=C2)C=2N=NN(C2)CC2(COC2)C